(S)-N-((1S,2S)-2-(6-fluoro-2,3-dimethylphenyl)-1-(5-oxo-4,5-dihydro-1,3,4-oxadi-azol-2-yl)propyl)-3-hydroxy-3-methylpiperidine-1-sulfonamide FC1=CC=C(C(=C1[C@@H]([C@@H](C=1OC(NN1)=O)NS(=O)(=O)N1C[C@@](CCC1)(C)O)C)C)C